5-(((S)-1-(((S)-1-(1-(5-(difluoromethyl)pyrimidin-2-yl)piperidin-4-yl)-2-oxopyrrolidin-3-yl)oxy)propan-2-yl)amino)-4-(trifluoromethyl)pyridazin-3(2H)-one FC(C=1C=NC(=NC1)N1CCC(CC1)N1C([C@H](CC1)OC[C@H](C)NC1=C(C(NN=C1)=O)C(F)(F)F)=O)F